BrC1=C(C=CC=C1)NC=O N-2-bromophenyl-formamide